COC(=O)C1(CN(CCN1)C(=O)OC(C)(C)C)C 3-methylpiperazine-1,3-dicarboxylic acid 1-tert-butyl 3-methyl ester